FC=1C(=CC2=C(N=CS2)C1)C(C)=O 1-(5-fluorobenzo[d]thiazol-6-yl)ethan-1-one